COC([C@@H](N(NC(=O)C=1OC2=CC=CC(=C2C(C1)=O)OC1=CC=C(C=C1)Br)C)CC1=CNC2=CC=CC=C12)=O methyl-(5-((4-bromophenyl)oxy)-4-oxo-4H-chromene-2-carbonylamino)-L-tryptophan methyl ester